CN1C(=C(C=CC1=O)C1=CC=C(C=C1)NC(C(C1CCC(CC1)(C)C)NC(=O)C1=CC=NN1C)=O)C N-(2-((4-(1,2-dimethyl-6-oxo-1,6-dihydropyridin-3-yl)phenyl)amino)-1-(4,4-dimethylcyclohexyl)-2-oxoethyl)-1-methyl-1H-pyrazole-5-carboxamide